C(C)(C)(C)OC(=O)N[C@H](C(=O)OCC(=O)C1=CC=C(C=C1)F)CC=C (S)-2-(4-fluorophenyl)-2-oxoethyl 2-((tert-butoxycarbonyl)amino)pent-4-enoate